5-Fluoro-4-[3-methyl-5-oxo-4-(prop-2-yl)-4,5-dihydro-1H-1,2,4-triazol-1-yl]-N-(2-methylphenyl)-2-[(2S)-pent-2-yloxy]benzamide (3E,8Z,11Z)-3,8,11-Tetradecatrienyl-acetate C(C\C=C\CCC\C=C/C\C=C/CC)CC(=O)O.FC=1C(=CC(=C(C(=O)NC2=C(C=CC=C2)C)C1)O[C@@H](C)CCC)N1N=C(N(C1=O)C(C)C)C